3-((9-(1-cyano-2-((2-(methacryloyloxy)ethyl)amino)-2-oxoethylidene)-9H-xanthen-3-yl)thio)propyl methacrylate C(C(=C)C)(=O)OCCCSC=1C=CC=2C(C3=CC=CC=C3OC2C1)=C(C(=O)NCCOC(C(=C)C)=O)C#N